3-amino-N-[(2S)-6-{3,8-diazabicyclo[3.2.1]octan-3-yl}-1,2,3,4-tetrahydronaphthalen-2-yl]-6-methylfuro[2,3-b]pyridine-2-carboxamide NC1=C(OC2=NC(=CC=C21)C)C(=O)N[C@@H]2CC1=CC=C(C=C1CC2)N2CC1CCC(C2)N1